C1(CCCCC1)OCC1=CC=C(C(=O)NC2=CC(=C(C=C2)O)S(=O)(=O)C)C=C1 4-((cyclohexyloxy)methyl)-N-(4-hydroxy-3-(methylsulfonyl)phenyl)benzamide